BrCC1=C(C=C(C=C1)Cl)OC 1-(bromomethyl)-4-chloro-2-methoxy-benzene